C/C(=C/C=O)/CCC=C(C)C (Z)-3,7-DIMETHYLOCTA-2,6-DIENAL